C(CCCCCCCCCC=CCCCCCCCC)(=O)OCCCCCCCCCCCCCCCCCCCCCCCC tetracosyl eicosa-11-enoate